N1CC(C1)C(=O)N1CCN(CC1)C1=NC=C(C(=C1)OC)C(F)(F)F Azetidin-3-yl(4-(4-methoxy-5-(trifluoromethyl)pyridin-2-yl)piperazin-1-yl)methanone